4-(5-fluoro-spiro[3H-benzofuran-2,4'-piperidine]-1'-yl)-1,6-dimethyl-2-oxo-1,5-naphthyridine-3-carbonitrile FC=1C=CC2=C(CC3(CCN(CC3)C3=C(C(N(C4=CC=C(N=C34)C)C)=O)C#N)O2)C1